2,3,4,9-tetrahydro-1H-pyrido[3,4-b]indole-3-carboxylic acid methyl ester hydrochloride Cl.COC(=O)C1CC2=C(NC3=CC=CC=C23)CN1